C(C)OC(CC1=CC(=CC(=C1)N)N)=O 3,5-diaminobenzeneacetic acid ethyl ester